4,4'-bis(N-Carbazolyl)Biphenyl C1=CC=CC=2C3=CC=CC=C3N(C12)C1=CC=C(C=C1)C1=CC=C(C=C1)N1C2=CC=CC=C2C=2C=CC=CC12